[K+].S(=O)(=O)([O-])CCCC(C(=O)[O-])=C.[K+] (sulfopropylacrylic acid) potassium salt